3-[(2-cyanoacetyl)amino]-6-methyl-pyridine-2-carboxylic acid ethyl ester C(C)OC(=O)C1=NC(=CC=C1NC(CC#N)=O)C